(2S)-4-(2-Chloro-6-((1-(methoxycarbonyl)-6-methyl-1,2,3,4-tetrahydronaphthalen-1-yl)methyl)-5-Nitropyrimidin-4-yl)-2-(cyanomethyl)piperazine-1-carboxylate ClC1=NC(=C(C(=N1)N1C[C@@H](N(CC1)C(=O)[O-])CC#N)[N+](=O)[O-])CC1(CCCC2=CC(=CC=C12)C)C(=O)OC